N-[3-(4-methylpiperazin-1-yl)phenyl]-2-[(4-methylphenyl)methyl]-1-oxo-3-[4-(trifluoromethyl)phenyl]-1,2,3,4-tetrahydroisoquinoline-4-carboxamide dipropionate C(CC)(=O)O.C(CC)(=O)O.CN1CCN(CC1)C=1C=C(C=CC1)NC(=O)C1C(N(C(C2=CC=CC=C12)=O)CC1=CC=C(C=C1)C)C1=CC=C(C=C1)C(F)(F)F